2-(3-carbamoyl-4-fluorophenyl)-5-(1H-pyrrolo[2,3-b]pyridin-4-yl)-1-{[2-(trimethylsilyl)ethoxy]methyl}-1H-pyrrole-3-carboxamide C(N)(=O)C=1C=C(C=CC1F)C=1N(C(=CC1C(=O)N)C1=C2C(=NC=C1)NC=C2)COCC[Si](C)(C)C